C(C1=CC=CC=C1)NC(N(C1=NC=C(C=C1)C=1C=NN(C1)C)[C@@H]1CC[C@H](CC1)NC1=NC=C(C(=N1)C1=CC=C(C=C1)OC(F)(F)F)C#N)=O 3-benzyl-1-(trans-4-((5-cyano-4-(4-(trifluoromethoxy)-phenyl)pyrimidin-2-yl)amino)cyclohexyl)-1-(5-(1-methyl-1H-pyrazol-4-yl)pyridin-2-yl)urea